COCCN(C=1N=C(C2=C(N1)C(=NC(=N2)N(CCOC)CCOC)N2CCC(CC2)OC)NCCCNS(=O)(=O)C)CCOC N-(3-((2,6-bis(bis(2-methoxyethyl)amino)-8-(4-methoxypiperidin-1-yl)pyrimido[5,4-d]pyrimidin-4-yl)amino)propyl)methanesulfonamide